1-(tert-butyl) 2-methyl (2S,4S)-2-(3-((tert-butyldimethylsilyl)oxy)propyl)-4-fluoropyrrolidine-1,2-dicarboxylate [Si](C)(C)(C(C)(C)C)OCCC[C@@]1(N(C[C@H](C1)F)C(=O)OC(C)(C)C)C(=O)OC